tert-Butyl (NE)-N-[(4S)-4-(2-chloro-3-iodophenyl)-4-methyl-1-(2-methyl-1,1-dioxothian-4-yl)-6-oxohexahydropyrimidin-2-ylidene]carbamate ClC1=C(C=CC=C1I)[C@]1(N/C(/N(C(C1)=O)C1CC(S(CC1)(=O)=O)C)=N\C(OC(C)(C)C)=O)C